(1R)-1-(1-naphthyl)ethanamine tartrate C(=O)(O)C(O)C(O)C(=O)O.C1(=CC=CC2=CC=CC=C12)[C@@H](C)N